C(\C=C\C)(SCCNC(CCNC(=O)[C@@H]1OC(OCC1(C)C)C1=CC=C(C=C1)OC)=O)=O S-(2-(3-((4R)-2-(4-methoxyphenyl)-5,5-dimethyl-1,3-dioxane-4-carboxamido) propanamido)ethyl) (E)-but-2-enethioate